CN1N=CC(=C1C1=CC(=NC(=C1)N1[C@@H](COCC1)C)NC1=CC=NN1C(=O)OC(C)(C)C)C tert-butyl (R)-5-((4-(1,4-dimethyl-1H-pyrazol-5-yl)-6-(3-methyl morpholino) pyridin-2-yl) amino)-1H-pyrazole-1-carboxylate